2-((1-(7-methyl-4-oxo-2-phenyl-4H-pyrido[1,2-a]pyrimidin-9-yl)ethyl)amino)benzoic acid CC=1C=C(C=2N(C(C=C(N2)C2=CC=CC=C2)=O)C1)C(C)NC1=C(C(=O)O)C=CC=C1